C(C)C1(COC1)COCCOCC1(COC1)CC Ethylene glycol bis[(3-ethyl-3-oxetanyl) methyl] ether